3-(3-Bromo-1-((2-(trimethylsilyl)ethoxy)methyl)-1H-pyrazol-5-yl)-1-tosyl-1H-pyrrolo[2,3-b]pyridine BrC1=NN(C(=C1)C1=CN(C2=NC=CC=C21)S(=O)(=O)C2=CC=C(C)C=C2)COCC[Si](C)(C)C